FC=1C=CC(=C2CC[C@H](C12)OC1=CC=C(C=C1)C(CC(=O)O)C#CC)C=1C=NC(=CC1)OCC1(COC1)C 3-(4-(((R)-7-fluoro-4-(6-((3-methyloxetan-3-yl)methoxy)pyridin-3-yl)-2,3-dihydro-1H-inden-1-yl)oxy)phenyl)hex-4-ynoic acid